ClC1=CC=C(CNC(=O)NC2=CC=C(C=C2)CN2CC(C2)(C)C#N)C=C1 1-(4-chlorobenzyl)-3-(4-((3-cyano-3-methylazetidin-1-yl)methyl)phenyl)urea